CC(CC(C)=O)=O pentan-2,4-dione